6-eicosyl-5-allyl-2-thiouracil C(CCCCCCCCCCCCCCCCCCC)C1=C(C(NC(N1)=S)=O)CC=C